ClC1=C(C=C(C=C1)F)C1NC(C=2N(N=C(C21)NC(C2=CC(=CC(=C2)C(F)(F)F)F)=O)C)=O N-(4-(2-chloro-5-fluorophenyl)-1-methyl-6-oxo-1,4,5,6-tetrahydropyrrolo[3,4-c]pyrazole-3-yl)-3-fluoro-5-(trifluoromethyl)benzamide